ethyl 5-acetyl-3-amino-7-methylquinoline-2-carboxylate C(C)(=O)C1=C2C=C(C(=NC2=CC(=C1)C)C(=O)OCC)N